BrC1=CC=C2C=NN(C2=C1OC)C 6-Bromo-7-methoxy-1-methyl-1H-indazole